5-(2-{5-[(3R,5R)-3-amino-5-fluoropiperidine-1-carbonyl]-7-methoxy-1-methyl-1H-1,3-benzodiazol-2-yl}-1-(cyclopropylmethyl)-1H-pyrrolo[2,3-b]pyridin-6-yl)-3-methylpyridine-2-carboxamide N[C@H]1CN(C[C@@H](C1)F)C(=O)C1=CC2=C(N(C(=N2)C2=CC=3C(=NC(=CC3)C=3C=C(C(=NC3)C(=O)N)C)N2CC2CC2)C)C(=C1)OC